ClC=1C=C2C(CCC(C2=CC1)(C(=O)OCC)CC=C(C)C)(C)C ethyl 6-chloro-4,4-dimethyl-1-(3-methylbut-2-enyl)tetralin-1-carboxylate